5-(1-(6-((S)-hexahydropyrazino[2,1-c][1,4]oxazin-8(1H)-yl)pyrimidin-4-yl)-1H-indazol-6-yl)-1-methylspiro[2.3]hexane-5-carbonitrile C1OCCN2[C@H]1CN(CC2)C2=CC(=NC=N2)N2N=CC1=CC=C(C=C21)C2(CC1(CC1C)C2)C#N